5-benzyloxy-3-[(1R)-1-(fluoromethyl)allyl]-1-(1-methylallyl)-4,6-dioxo-N-((2,4,6-trifluorophenyl)methyl)-2H-pyrido[2,1-f][1,2,4]triazine-7-carboxamide C(C1=CC=CC=C1)OC=1C(C(=CN2N(CN(C(C21)=O)[C@H](C=C)CF)C(C=C)C)C(=O)NCC2=C(C=C(C=C2F)F)F)=O